ClC=1C=C(C(=O)NC2=C3C(N(C(=NC3=CC=C2)C)CC2=C(C=CC=C2)OC(F)(F)F)=O)C=C(C1O)Cl 3,5-dichloro-4-hydroxy-N-(2-methyl-4-oxo-3-(2-(trifluoromethoxy)benzyl)-3,4-dihydroquinazolin-5-yl)benzamide